FC1(CCC(CC1)NC(C(=O)OCC)=O)F ethyl 2-((4,4-difluorocyclohexyl)amino)-2-oxoacetate